1-(1-Ethyl-6-(4-(methylsulfonyl)phenoxy)-1H-benzo[d]imidazol-2-yl)-2,2,2-trifluoro-1-phenylethanol C(C)N1C(=NC2=C1C=C(C=C2)OC2=CC=C(C=C2)S(=O)(=O)C)C(C(F)(F)F)(O)C2=CC=CC=C2